ClC1=C(C=CC(=C1)F)C1NC(C=2C3=CN(N=C3C=C(C21)NC(C2=CC(=CC(=C2)F)C(F)(F)F)=O)C)=O N-[6-(2-chloro-4-fluorophenyl)-2-methyl-8-oxo-7,8-dihydro-6H-pyrrolo[4,3-e]indazol-5-yl]-5-fluoro-3-(trifluoromethyl)benzamide